(8-methyl-1,3,4,5-tetrahydropyrido[4,3-b]indol-2-yl)-[1-methyl-5-(trifluoromethyl)pyrazol-3-yl]methanone CC1=CC=2C3=C(NC2C=C1)CCN(C3)C(=O)C3=NN(C(=C3)C(F)(F)F)C